Cl.C(C1=CC=CC=C1)OC(=O)NC(=N)C1=CC=C(CNC(=O)[C@@H]2C[C@H](CN2)C(=O)OC)C=C1 methyl (3R,5S)-5-((4-(N-((benzyloxy)carbonyl)carbamimidoyl)benzyl)carbamoyl)pyrrolidine-3-carboxylate hydrochloride